acryloyloxy-2',4'-dichlorobenzophenone C(C=C)(=O)OC1=C(C(=O)C2=C(C=C(C=C2)Cl)Cl)C=CC=C1